(5-(1-((1-methyl-1H-1,2,4-triazol-3-yl)methyl)-1H-pyrazol-3-yl)-8-(methylamino)-2,7-naphthyridin-3-yl)cyclopropanecarboxamide CN1N=C(N=C1)CN1N=C(C=C1)C1=C2C=C(N=CC2=C(N=C1)NC)C1(CC1)C(=O)N